CNC(=O)C1=NC=CC=C1C N,3-dimethylpyridineamide